ClC=1C=C(C=CC1)C1(CCNCC1)OC 4-(3-chlorophenyl)-4-methoxypiperidine